Fmoc-propylenediamine hydrochloride Cl.C(=O)(OCC1C2=CC=CC=C2C2=CC=CC=C12)NC(CN)C